1-[6-(2,2-difluoro-5-methyl-5H-1,3-dioxolo[4,5-f]benzimidazol-6-yl)-5-(ethylsulfonyl)-3-pyridinyl]cyclopropanecarbonitrile FC1(OC=2C(=CC3=C(N=C(N3C)C3=C(C=C(C=N3)C3(CC3)C#N)S(=O)(=O)CC)C2)O1)F